5-(1-(3-bromophenyl)-3-methylcyclobutyl)-4-ethyl-4H-1,2,4-triazole-3-thiol BrC=1C=C(C=CC1)C1(CC(C1)C)C=1N(C(=NN1)S)CC